tert-butyl (S)-7-(4-(2-(3,6-dihydro-2H-pyran-4-yl)-5-fluorophenyl)piperidin-1-yl)-5-oxa-2-azaspiro[3.4]octane-2-carboxylate O1CCC(=CC1)C1=C(C=C(C=C1)F)C1CCN(CC1)[C@@H]1COC2(CN(C2)C(=O)OC(C)(C)C)C1